N-(4-(1-methyl-4-(trifluoromethyl)-1H-imidazol-2-yl)benzyl)-2-(4-(trifluoromethyl)phenyl)-6,7-dihydro-5H-cyclopenta[d]pyrimidin-4-amine CN1C(=NC(=C1)C(F)(F)F)C1=CC=C(CNC=2C3=C(N=C(N2)C2=CC=C(C=C2)C(F)(F)F)CCC3)C=C1